(Z)-3-(2-(5-bromo-1H-indol-3-yl)-2-cyanovinyl)-4-(furan-3-yl)pyridine-1-oxide BrC=1C=C2C(=CNC2=CC1)/C(=C/C=1C=[N+](C=CC1C1=COC=C1)[O-])/C#N